Cl.ClC1=C(C=CC=C1)C1=C(C(=CC=C1)NC(=O)[C@H]1NC[C@@H](C1)F)F (2S,4R)-N-(2'-chloro-2-fluoro-[1,1'-biphenyl]-3-yl)-4-fluoropyrrolidine-2-carboxamide hydrochloride